6-(3,3'-Dichloro-2'-(4-formyl-3-methoxyphenyl)-[4,4'-bipyridin]-2-yl)-1-methyl-1H-indole-3-carbaldehyde ClC=1C(=NC=CC1C1=C(C(=NC=C1)C1=CC(=C(C=C1)C=O)OC)Cl)C1=CC=C2C(=CN(C2=C1)C)C=O